CC(CCNC(NC1=NC=C(C(=O)OC)C=C1)=N)(C)C1=CC=C(C=C1)C(F)(F)F methyl 6-(3-(3-methyl-3-(4-(trifluoromethyl)phenyl)butyl)guanidino)nicotinate